C(C)(=O)OC(C)C1(CCC1)C(=O)OCC1=CC=CC=C1 benzyl 1-[1-(acetyloxy)ethyl]cyclobutane-1-carboxylate